3-chloro-N-(1-(2-methoxyphenyl)pyrrolidin-3-yl)-5-(trifluoromethyl)pyridin-2-amine ClC=1C(=NC=C(C1)C(F)(F)F)NC1CN(CC1)C1=C(C=CC=C1)OC